R or S-4-(3-(2-bromo-5-(1,5-dimethyl-1H-pyrazol-4-yl)phenyl)piperazin-1-yl)-6-isopropylpyrimidin-2-amine BrC1=C(C=C(C=C1)C=1C=NN(C1C)C)[C@@H]1CN(CCN1)C1=NC(=NC(=C1)C(C)C)N |o1:14|